FC(C1C(C(N(C1)C(=O)OCC1=CC=CC=C1)C(=O)OC)(CCCB1OC(C(O1)(C)C)(C)C)C)F 1-benzyl 2-methyl 4-(difluoromethyl)-3-methyl-3-(3-(4,4,5,5-tetramethyl-1,3,2-dioxaborolan-2-yl)propyl)pyrrolidine-1,2-dicarboxylate